F[C@H]1CN(CC[C@H]1NC1=C2C=C(N(C2=CC=C1)CC(F)(F)F)C1=NOC(=N1)CNC(=O)C=1C=NN(C1)C(CF)C)C N-{[3-(4-{[(3S,4R)-3-fluoro-1-methylpiperidin-4-yl]amino}-1-(2,2,2-trifluoroethyl)-1H-indol-2-yl)-1,2,4-oxadiazol-5-yl]methyl}-1-(1-fluoropropan-2-yl)-1H-pyrazole-4-carboxamide